COC1=CC=C(C=C1)N(C1=CC=2C3(C4=CC(=CC=C4C2C=C1)N(C1=CC=C(C=C1)OC=C)C1=CC=C(C=C1)OC)C1=CC(=CC=C1C=1C=CC(=CC13)N(C1=CC=C(C=C1)OC=C)C1=CC=C(C=C1)OC)N(C1=CC=C(C=C1)OC=C)C1=CC=C(C=C1)OC)C1=CC=C(C=C1)OC=C N2,N2',N7,N7'-tetrakis(4-methoxyphenyl)-N2,N2',N7,N7'-tetrakis[4-(vinyloxy)phenyl]-9,9'-spirobi[fluorene]-2,2',7,7'-tetraamine